C(C)(C)(C)OC(NC=1C(=NC=C(C1)SCC1=CC=CC=C1)C)=O (5-(Benzylthio)-2-methylpyridin-3-yl)carbamic acid tert-butyl ester